(1S,6R,7S)-N-(7-chloro-6-(1-((3S,4S)-4-hydroxy-3-methyltetrahydrofuran-3-yl)piperidin-4-yl)isoquinolin-3-yl)-3-oxabicyclo[4.1.0]heptane-7-carboxamide ClC1=C(C=C2C=C(N=CC2=C1)NC(=O)[C@H]1[C@@H]2CCOC[C@H]12)C1CCN(CC1)[C@]1(COC[C@H]1O)C